N-[3,5-difluoro-4-(4,4,5,5-tetramethyl-1,3,2-dioxaborolan-2-yl)phenyl]methanesulfonamide FC=1C=C(C=C(C1B1OC(C(O1)(C)C)(C)C)F)NS(=O)(=O)C